N[C@@]1(COCC1)C1=CC=C(C=C1)C=1C2=C(N=C(N1)N1[C@H]([C@@H](C1)O)C)C(CC2)(F)F (2S,3R)-1-(4-(4-((R)-3-aminotetrahydrofuran-3-yl)phenyl)-7,7-difluoro-6,7-dihydro-5H-cyclopenta[d]pyrimidin-2-yl)-2-methylazetidin-3-ol